CC=1N=C2N(N=C(C=C2OC=2C=NC=CC2)C=2C=C3C=CN(C(C3=CC2)=O)C2CCN(CC2)C(=O)OCCCC)C1 butyl 4-[6-[2-methyl-8-(3-pyridyloxy)imidazo[1,2-b]pyridazin-6-yl]-1-oxo-2-isoquinolyl]piperidine-1-carboxylate